BrC1=CC(=NC=C1)[C@H](COC)N(C(OC(C)(C)C)=O)C |r| tert-butyl rac-(1-(4-bromopyridin-2-yl)-2-methoxyethyl)(methyl)carbamate